P1(=O)(OOCCCCCCCCCCCCCCCCCC)OOOOOCCO1 mono-n-octadecyloxy tetraoxyethylene phosphate